3-(3-amino-2-fluorobenzyl)-6-chloro-4-methyl-2-oxo-2H-chromen-7-yl dimethylcarbamate CN(C(OC1=C(C=C2C(=C(C(OC2=C1)=O)CC1=C(C(=CC=C1)N)F)C)Cl)=O)C